4-(2-((S)-2,6-dioxopiperidin-3-yl)-1-oxoisoindolin-5-yl)piperazin O=C1NC(CC[C@@H]1N1C(C2=CC=C(C=C2C1)N1CCNCC1)=O)=O